ClC1=C(C(=O)NC2(CC2)C#N)C=C(C=C1)C=1C=NN(C1)C=1N(N=C(C1C(F)(F)F)OC)C 2-chloro-N-(1-cyanocyclopropyl)-5-[1-[5-methoxy-2-methyl-4-(trifluoromethyl)pyrazol-3-yl]pyrazol-4-yl]benzamide